BrCC1=C(C(=O)OC)C=C(C=C1)C(F)(F)F methyl 2-(bromomethyl)-5-(trifluoromethyl)benzoate